(2S,6S)-2-(1,3-dimethyl-1H-pyrazol-4-yl)-6-methyl-4-(6-(6-(trifluoromethyl)imidazo[1,2-b]pyridazin-3-yl)pyrimidin-4-yl)morpholine CN1N=C(C(=C1)[C@H]1CN(C[C@@H](O1)C)C1=NC=NC(=C1)C1=CN=C2N1N=C(C=C2)C(F)(F)F)C